2-[1-(hydroxymethyl)ethyl]oxazoline OCC(C)C=1OCCN1